(-)-(4aR,8aS)-6-(4-((4-Chloro-2-fluorophenoxy)methyl)piperidine-1-carbonyl)hexahydro-2H-pyrido[4,3-b][1,4]oxazin-3(4H)-one ClC1=CC(=C(OCC2CCN(CC2)C(=O)N2C[C@@H]3[C@@H](OCC(N3)=O)CC2)C=C1)F